1-(6-bromopyridin-2-yl)-2-hydroxyethan-1-one BrC1=CC=CC(=N1)C(CO)=O